FC1=C(C=CC(=C1)F)C(C(=O)N)C1=CC=C(C=C1)C1=CC=2N(C=C1)N=CN2 (2,4-Difluorophenyl)-2-[4-([1,2,4]triazolo[1,5-a]pyridin-7-yl)phenyl]acetamide